5-((2-METHYL-1H-IMIDAZOL-1-YL)METHYL)FURAN-2-CARBALDEHYD CC=1N(C=CN1)CC1=CC=C(O1)C=O